N=1C=NN2C1C=C(C=C2)C(=O)OC methyl [1,2,4]triazolo[1,5-a]pyridine-7-carboxylate